N-(5-chloro-6-(2H-1,2,3-triazol-2-yl)pyridin-3-yl)-1-(2-(difluoromethyl)quinolin-4-yl)-5-(trifluoromethyl)-1H-pyrazole-4-carboxamide ClC=1C=C(C=NC1N1N=CC=N1)NC(=O)C=1C=NN(C1C(F)(F)F)C1=CC(=NC2=CC=CC=C12)C(F)F